CC1=C(C(=NN1)C1=CC=NC=C1)C1=CC=C(C=C1)N1CC2(CC1)CCOCC2 2-[4-[5-methyl-3-(4-pyridyl)-1H-pyrazol-4-yl]phenyl]-8-oxa-2-azaspiro[4.5]decane